2,3-difluoro-N-(2-hydroxyethyl)-4-(2H-tetrazol-5-yl)benzenesulfonamide FC1=C(C=CC(=C1F)C=1N=NNN1)S(=O)(=O)NCCO